(2R,2'R)-1,1'-bis({5-[2,6-bis(trifluoromethyl)phenyl]pyridin-2-yl}methyl)-2,2'-bipyrrolidine FC(C1=C(C(=CC=C1)C(F)(F)F)C=1C=CC(=NC1)CN1[C@H](CCC1)[C@@H]1N(CCC1)CC1=NC=C(C=C1)C1=C(C=CC=C1C(F)(F)F)C(F)(F)F)(F)F